C(C)OCC1(CN(CC1)C(C)C=1N=C(SC1)C)CCC1=CC=CC=C1 4-(1-(3-(ethoxymethyl)-3-phenethyl-pyrrolidin-1-yl)ethyl)-2-methylthiazole